(R)-1-(6-bromo-3-pyridinyl)-1-(4-methoxyphenyl)-1-ethanol BrC1=CC=C(C=N1)[C@](C)(O)C1=CC=C(C=C1)OC